1-(2H3)Methyl-3-(2,3,6-trifluorophenoxy)azetidine C(N1CC(C1)OC1=C(C(=CC=C1F)F)F)([2H])([2H])[2H]